3-methyl-8-((2-(trimethylsilyl)ethoxy)methyl)-6,8-dihydro-5H-pyrazolo[4,3-g]pyrimido[4,5-c]isoquinoline-2-d CC=1N(CC2=C(NCC=3C=C4C(=CC23)C=NN4COCC[Si](C)(C)C)N1)[2H]